CN1C=C(C=C(C1=O)C)NC(=O)C1(CCN(CC1)C(=O)OC(C)(C)C)C tert-butyl 4-[N-(1,5-dimethyl-6-oxo-1,6-dihydropyridin-3-yl)carbamoyl]-4-methylpiperidine-1-carboxylate